C(C)(=O)OC1=C(C(=CC(=C1)C)C)C(CC(=O)OCCl)(C)C chloromethyl 3-(2-acetoxy-4,6-dimethyl-phenyl)-3-methyl-butanoate